2,7-dichloro-6-fluoro-N-(3-iodophenyl)-N-(trifluoromethyl)quinazolin-4-amine ClC1=NC2=CC(=C(C=C2C(=N1)N(C(F)(F)F)C1=CC(=CC=C1)I)F)Cl